OC1=CC=C(C=C1)C1(CC(CCC1)C(C)(C)C)C1=CC=C(C=C1)O 1,1-Bis(4-hydroxyphenyl)-3-tert-butylcyclohexane